C(C)(=O)C=1C=C(OCC2=C(C=C(C=C2)NC(CC2=C(C=CC=C2)Cl)=O)S(N)(=O)=O)C=CC1F N-(4-((3-acetyl-4-fluorophenoxy)methyl)-3-sulfamoylphenyl)-2-(2-chlorophenyl)acetamide